1-[2-[4,6-bis(4-fluorophenyl)-5-(4-pyridyl)pyrazolo[3,4-b]pyridin-2-yl]ethyl]pyrrolidin FC1=CC=C(C=C1)C=1C=2C(N=C(C1C1=CC=NC=C1)C1=CC=C(C=C1)F)=NN(C2)CCN2CCCC2